(2S,4R)-4-fluoro-1-(2-oxopiperidine-4-carbonyl)-N-[(S)-phenyl[4-(propan-2-yl)phenyl]methyl]pyrrolidine-2-carboxamide F[C@@H]1C[C@H](N(C1)C(=O)C1CC(NCC1)=O)C(=O)N[C@H](C1=CC=C(C=C1)C(C)C)C1=CC=CC=C1